C(CCCCC(C)C)C(C(=O)[O-])(S)CCCCCC(C)C.C(CCCCCCC)[Sn+2]CCCCCCCC.C(CCCCC(C)C)C(C(=O)[O-])(S)CCCCCC(C)C dioctyltin diisooctylthioglycolate